1-(1-amino-9-(5-(3-chloro-2-morpholinylpyridin-4-yl)thiopyrazin-2-yl)-3,9-diazaspiro[5.5]undec-3-yl)ethan-1-one NC1CN(CCC12CCN(CC2)C2=NC=C(N=C2)SC2=C(C(=NC=C2)N2CCOCC2)Cl)C(C)=O